5-methyl-4-((6-(1-methyl-1H-pyrazol-4-yl)pyridin-3-yl)methyl)-6-(1H-pyrazol-1-yl)-N-(tetrahydro-2H-pyran-4-yl)picolinamide CC=1C(=CC(=NC1N1N=CC=C1)C(=O)NC1CCOCC1)CC=1C=NC(=CC1)C=1C=NN(C1)C